N1(CCC1)CC1(CC1)NC(=O)C1(CC1)OC1=CC(=CC=C1)C(F)(F)F N-(1-(azetidin-1-ylmethyl)cyclopropyl)-1-(3-(trifluoromethyl)phenoxy)cyclopropane-1-carboxamide